5-{2-[(Trans-4-methylcyclohexyl)amino]pyridin-4-yl}-1H-indazol-3-amine C[C@@H]1CC[C@H](CC1)NC1=NC=CC(=C1)C=1C=C2C(=NNC2=CC1)N